BrC1=CC=C(C=C1)C(C(S(=O)(=O)C1=CC=CC=C1)F)(C)NS(=O)C(C)(C)C N-(2-(4-bromophenyl)-1-fluoro-1-(phenylsulfonyl)propan-2-yl)-2-methylpropane-2-sulfinamide